NCCOC1=C(NC(C2=CC(=CC=C12)F)=O)C1=CC(=C(C=C1)N1CCOCC1)Br 4-(2-amino-ethoxy)-3-(3-bromo-4-morpholin-4-yl-phenyl)-7-fluoro-2H-isoquinolin-1-one